butyl 6-((2-(((3s,5s,7s)-adamantan-1-yl)amino)-2-oxoethyl)thio)-2-oxo-2,3-dihydropyrimidine-4-carboxylate C12(CC3CC(CC(C1)C3)C2)NC(CSC=2C=C(NC(N2)=O)C(=O)OCCCC)=O